NCC1=CC(=C(C(=C1)C)NC(=O)C1=CC2=C(OCCC3=C2SC=C3)C=C1C=1C(=NC(=CC1)C(=O)N1CCCC1)C(=O)O)C 3-(9-((4-(aminomethyl)-2,6-dimethylphenyl)carbamoyl)-4,5-dihydrobenzo[b]thieno[2,3-d]oxepin-8-yl)-6-(pyrrolidine-1-carbonyl)picolinic acid